The molecule is a phosphorothioate oligonucleotide consisting of twenty 2'-deoxyguanosine residues connected via 3'->5' phosphodiester linkages. It has a role as an antigen and an antisense oligonucleotide. C1[C@@H]([C@H](O[C@H]1N2C=NC3=C2N=C(NC3=O)N)CO)OP(=S)(O)OC[C@@H]4[C@H](C[C@@H](O4)N5C=NC6=C5N=C(NC6=O)N)OP(=S)(O)OC[C@@H]7[C@H](C[C@@H](O7)N8C=NC9=C8N=C(NC9=O)N)OP(=S)(O)OC[C@@H]1[C@H](C[C@@H](O1)N1C=NC2=C1N=C(NC2=O)N)OP(=S)(O)OC[C@@H]1[C@H](C[C@@H](O1)N1C=NC2=C1N=C(NC2=O)N)OP(=S)(O)OC[C@@H]1[C@H](C[C@@H](O1)N1C=NC2=C1N=C(NC2=O)N)OP(=S)(O)OC[C@@H]1[C@H](C[C@@H](O1)N1C=NC2=C1N=C(NC2=O)N)OP(=S)(O)OC[C@@H]1[C@H](C[C@@H](O1)N1C=NC2=C1N=C(NC2=O)N)OP(=S)(O)OC[C@@H]1[C@H](C[C@@H](O1)N1C=NC2=C1N=C(NC2=O)N)OP(=S)(O)OC[C@@H]1[C@H](C[C@@H](O1)N1C=NC2=C1N=C(NC2=O)N)OP(=S)(O)OC[C@@H]1[C@H](C[C@@H](O1)N1C=NC2=C1N=C(NC2=O)N)OP(=O)(OC[C@@H]1[C@H](C[C@@H](O1)N1C=NC2=C1N=C(NC2=O)N)OP(=S)(O)OC[C@@H]1[C@H](C[C@@H](O1)N1C=NC2=C1N=C(NC2=O)N)OP(=S)(O)OC[C@@H]1[C@H](C[C@@H](O1)N1C=NC2=C1N=C(NC2=O)N)OP(=S)(O)OC[C@@H]1[C@H](C[C@@H](O1)N1C=NC2=C1N=C(NC2=O)N)OP(=S)(O)OC[C@@H]1[C@H](C[C@@H](O1)N1C=NC2=C1N=C(NC2=O)N)OP(=S)(O)OC[C@@H]1[C@H](C[C@@H](O1)N1C=NC2=C1N=C(NC2=O)N)OP(=S)(O)OC[C@@H]1[C@H](C[C@@H](O1)N1C=NC2=C1N=C(NC2=O)N)OP(=S)(O)OC[C@@H]1[C@H](C[C@@H](O1)N1C=NC2=C1N=C(NC2=O)N)OP(=S)(O)OC[C@@H]1[C@H](C[C@@H](O1)N1C=NC2=C1N=C(NC2=O)N)OP(=S)(O)O)S